(1R)-1-(3-bromophenyl)-ethanol BrC=1C=C(C=CC1)[C@@H](C)O